2,5-difluoro-6-(trifluoromethyl)pyridine FC1=NC(=C(C=C1)F)C(F)(F)F